CS(=O)(=O)NC=1C=C(C=CC1)NC(=O)C1=CC(=CS1)C=1C=C(C(=O)N)C=CN1 2-(5-((3-(methylsulfonamido)phenyl)carbamoyl)thiophen-3-yl)isonicotinamide